C1(CCCCC1)C[C@@H](C(N[C@@H](C[C@H]1C(NCC1)=O)C(COC1=C(C(=CC(=C1F)F)F)F)=O)=O)NC(=O)C1=NOC(=C1)C1=C(C=CC=C1)F N-((S)-3-cyclohexyl-1-oxo-1-(((S)-3-oxo-1-((S)-2-oxopyrrolidin-3-yl)-4-(2,3,5,6-tetrafluorophenoxy)butan-2-yl)amino)propan-2-yl)-5-(2-fluorophenyl)isoxazole-3-carboxamide